(E)-1-phenyl-8-(furan-2-yl)-7,8-dihydro-1H-pyrazolo[3,4-D]pyrrolo[1,2-a]pyrimidin-4(6H)-one C1(=CC=CC=C1)N1N=CC2=C1N=C1N(C2=O)CCC1C=1OC=CC1